3-(2,4-dichlorobenzyl)-N1-(3,4-dichlorophenyl)-5-oxopyrrolidine-1,3-dicarboxamide ClC1=C(CC2(CN(C(C2)=O)C(=O)NC2=CC(=C(C=C2)Cl)Cl)C(=O)N)C=CC(=C1)Cl